4-((2-((5-cyclopropyl-3-(2,6-dichlorophenyl)isoxazol-4-yl)methylene)-7-azaspiro[3.5]non-7-yl)methyl)benzoic acid C1(CC1)C1=C(C(=NO1)C1=C(C=CC=C1Cl)Cl)C=C1CC2(C1)CCN(CC2)CC2=CC=C(C(=O)O)C=C2